6-(5-amino-2-methylphenoxy)-3-methylquinazolin-4(3H)-one NC=1C=CC(=C(OC=2C=C3C(N(C=NC3=CC2)C)=O)C1)C